8-amino-N-(4-{[(1-cycloheptylpiperidin-4-yl)oxy]methyl}-1,3-thiazol-2-yl)-5,5-dimethyl-1-(tetrahydro-2H-pyran-2-yl)-4,5-dihydro-1H-pyrazolo[4,3-H]quinazoline-3-carboxamide NC1=NC=2C3=C(CC(C2C=N1)(C)C)C(=NN3C3OCCCC3)C(=O)NC=3SC=C(N3)COC3CCN(CC3)C3CCCCCC3